C[Si](C)(C)CN([C@@H](CC1=CC=CC=C1)C(=O)[NH-])CC1=CC=CC=C1 N-(trimethylsilylmethyl)benzyl-L-phenylalanyl-amide